(Z)-2-cyano-N-(4-(2-fluoroethoxy)pyrimidin-2-yl)-3-hydroxy-3-(5-methylisoxazol-4-yl)acrylamide C(#N)/C(/C(=O)NC1=NC=CC(=N1)OCCF)=C(\C=1C=NOC1C)/O